OC([C@H](N)C(=O)SCCNC(CCNC([C@@H](C(COP(OP(OC[C@@H]1[C@H]([C@H]([C@@H](O1)N1C=NC=2C(N)=NC=NC12)O)OP(=O)(O)O)(=O)O)(=O)O)(C)C)O)=O)=O)(CC(=O)O)C 3-hydroxy-3-methylglutamyl-coa